lanthanum diphenylmalonate hydrate O.C1(=CC=CC=C1)C(C(=O)[O-])(C(=O)[O-])C1=CC=CC=C1.[La+3].C1(=CC=CC=C1)C(C(=O)[O-])(C(=O)[O-])C1=CC=CC=C1.C1(=CC=CC=C1)C(C(=O)[O-])(C(=O)[O-])C1=CC=CC=C1.[La+3]